5-p-tolyl-7,8-dihydro[1,3]dioxolo[4,5-g]isoquinoline C1(=CC=C(C=C1)C1=NCCC=2C=C3C(=CC12)OCO3)C